C(C1=CC=CC=C1)OC1=CC=C(C=C1)CCC(C)=O 4-(4-benzyloxyphenyl)-2-butanone